6-[5-[(1R)-1-aminospiro[indene-2,4'-piperidin]-1'-yl]pyrazin-2-yl]sulfanyl-3-benzyl-5-Chloro-quinazolin-4-one NC1=C2C=CC=CC2=CC12CCN(CC2)C=2N=CC(=NC2)SC=2C(=C1C(N(C=NC1=CC2)CC2=CC=CC=C2)=O)Cl